(R)-3-(3-(5-(4-amino-2-methylpyridin-2-yl)furan-2-yl)isoxazol-2-yl)pyrrolidin-2-one NC1=CC(NC=C1)(C)C1=CC=C(O1)C1N(OC=C1)[C@H]1C(NCC1)=O